FC=1C=C2C(=C(/C(/C2=CC1)=C/C1=CC=C(C=C1)SCCC1=CC=C(C=C1)F)C)CC(=O)O (Z)-2-(5-Fluoro-1-(4-((4-fluorophenethyl)thio)benzylidene)-2-methyl-1H-inden-3-yl)acetic acid